C(C)(C)(C)OC(NCCCCNC1=C(C(=NC2=CC(=CC=C12)Br)Cl)[N+](=O)[O-])=O (4-((7-bromo-2-chloro-3-nitroquinolin-4-yl)amino)butyl)carbamic acid tert-butyl ester